calcium diphosphate salt [O-]P([O-])(=O)OP(=O)([O-])[O-].[Ca+2].[Ca+2]